6-(3-Chloro-pyridin-4-yl)-8-[(piperidin-4-ylmethyl)-amino]-imidazo[1,2-a]pyrazine-2-carboxylic acid methylamide CNC(=O)C=1N=C2N(C=C(N=C2NCC2CCNCC2)C2=C(C=NC=C2)Cl)C1